C(C)OC1=C(C(=CC=C1)F)B(O)O 2-ETHOXY-6-FLUOROPHENYLBORONIC ACID